NC1CCN(CC1)C1=C(N=NC2=CC=C(C=C12)C=1C(=C(C#N)C=CC1)O)C1=CC(=CC(=C1)C)F 3-[4-(4-aminopiperidin-1-yl)-3-(3-fluoro-5-methylphenyl)cinnolin-6-yl]-2-hydroxybenzonitrile